(16-(ethylamino)-16-oxopalmitoyl)glycine C(C)NC(CCCCCCCCCCCCCCC(=O)NCC(=O)O)=O